3-[2,6-bis(benzyloxy)-3-pyridyl]-1-methyl-6-[2-(tosyloxy)ethoxy]-1H-indazole C(C1=CC=CC=C1)OC1=NC(=CC=C1C1=NN(C2=CC(=CC=C12)OCCOS(=O)(=O)C1=CC=C(C)C=C1)C)OCC1=CC=CC=C1